C(N)(=N)C1=CC=C(CNC(=O)C2=CC(=NO2)CC2=CC=C(C=C2)CC#N)C=C1 N-(4-carbamimidoylbenzyl)-3-(4-(cyanomethyl)benzyl)isoxazole-5-carboxamide